FC=1C=C(C=CC1OC)C(CC=C)N (3E)-(3-fluoro-4-methoxyphenyl)but-3-en-1-amine